phosphoric acid [2-(1-methylvinylcarbonyl)ethyl] ester CC(=C)C(=O)CCOP(O)(O)=O